(S)-N-(4-(4-amino-7-(1-(2-hydroxyethyl)-1H-pyrazol-4-yl)furo[3,2-c]pyridin-3-yl)-2-(1-(4-fluoro-phenyl)eth-oxy)phenyl)-1,1-difluoromethane-sulfonamide NC1=NC=C(C2=C1C(=CO2)C2=CC(=C(C=C2)NS(=O)(=O)C(F)F)O[C@@H](C)C2=CC=C(C=C2)F)C=2C=NN(C2)CCO